1-(4-((5-(3,5-dimethylisoxazol-4-yl)-2-methylphenyl)(6-oxohexyl)amino)phenyl)cyclopropane-1-carbonitrile CC1=NOC(=C1C=1C=CC(=C(C1)N(C1=CC=C(C=C1)C1(CC1)C#N)CCCCCC=O)C)C